ClC1=CC=C(C2=C1C=C(O2)F)COC2=NC(=NC=C2F)C=2CCN(C(C2)=O)CC2=NC1=C(N2C[C@H]2OCC2)C=C(C=C1)C(=O)O (S)-2-((4-(4-((4-chloro-2-fluorobenzofuran-7-yl)methoxy)-5-fluoropyrimidin-2-yl)-6-oxo-3,6-dihydropyridin-1(2H)-yl)methyl)-1-(oxetan-2-ylmethyl)-1H-benzo[d]imidazole-6-carboxylic acid